O=C1N[C@H]2[C@@H](N1)CS[C@H]2CCCCC(=O)OC=2C=C1C(=CNC1=CC2)C=2SC=C(N2)C2=C(NC1=CC=C(C=C21)OC)C 3-(4-(5-Methoxy-2-methyl-1H-indol-3-yl)thiazol-2-yl)-1H-indol-5-yl 5-((3aS,4S,6aR)-2-oxohexahydro-1H-thieno[3,4-d]imidazol-4-yl)pentanoate